C(C)(C)(C)OC(C(CN1N=CC(=C1)C1=CCC(CC1)C(=O)OCC1=CC=CC=C1)(C)C)=O benzyl 4-(1-(3-(tert-butoxy)-2,2-dimethyl-3-oxopropyl)-1H-pyrazol-4-yl)cyclohex-3-enecarboxylate